3-allyl-1-propylimidazolium chloride [Cl-].C(C=C)[N+]1=CN(C=C1)CCC